C(C1=CC=CC=C1)C1CCN(CC1)C(CCl)=O 1-(4-benzylpiperidin-1-yl)-2-chloroethan-1-one